O=C1NC(CCC1N1C(C2=CC=CC(=C2C1=O)NCC1CC2(CN(C2)C(=O)OC(C)(C)C)C1)=O)=O Tert-butyl 6-(((2-(2,6-dioxopiperidin-3-yl)-1,3-dioxoisoindolin-4-yl)amino)methyl)-2-azaspiro[3.3]heptane-2-carboxylate